CN1[C@@H](CN(CC1)[C@H]1CCC=2C1=NNC(C2C(F)(F)F)=O)C(=O)N2CCN(CC2)C2=NC=C(C=N2)C(F)(F)F |o1:2,&1:7| rac-(S*)-7-((S*)-4-Methyl-3-(4-(5-(trifluoromethyl)pyrimidin-2-yl)piperazine-1-carbonyl)piperazin-1-yl)-4-(trifluoromethyl)-2,5,6,7-tetrahydro-3H-cyclopenta[c]pyridazin-3-one